C(CC)(=O)OCCS(=O)(=O)C1=C(C(=C(C(=C1F)F)S(N)(=O)=O)F)NC1CCCCCCCCCCC1 2-((2-(cyclododecylamino)-3,5,6-trifluoro-4-sulfamoylphenyl)sulfonyl)ethyl propionate